N1C(CNCC1)C1(CNC1)O 3-piperazin-2-ylazetidin-3-ol